C(C)(C)(C)OC(=O)N1CCN(CC1)C=1C=C2C3=C(NC2=CC1)N=CN=C3Cl 4-(4-chloro-9H-pyrimido[4,5-b]indol-6-yl)piperazine-1-carboxylic acid tert-butyl ester